3-(4-fluorobenzyl)-5,6-dimethylpyrazin-2-yl trifluoromethanesulfonate FC(S(=O)(=O)OC1=NC(=C(N=C1CC1=CC=C(C=C1)F)C)C)(F)F